O=C1NC(CCC1NC1=CC=C(C=C1)C1CCN(CC1)CCCCC1=NN2C(N=CC=C2C2=CC(=C(C=C2)CNC(OC(C)(C)C)=O)C)=C1)=O tert-butyl N-[[4-[2-[4-[4-[4-[(2,6-dioxo-3-piperidyl)amino]phenyl]-1-piperidyl]butyl]pyrazolo[1,5-a]pyrimidin-7-yl]-2-methyl-phenyl]methyl]carbamate